C1CC(=O)N([C@@H]1C(=O)N(C2=CC(=CN=C2)F)[C@H](C3=CC=CC=C3Cl)C(=O)NC4CC(C4)(F)F)C5=NC=CC(=C5)C#N (S)-N-((R)-1-(2-Chlorophenyl)-2-((3,3-difluorocyclobutyl)amino)-2-oxoethyl)-1-(4-cyanopyridin-2-yl)-N-(5-fluoropyridin-3-yl)-5-oxopyrrolidine-2-carboxamide